tert-butyl (E)-(2-(((3-chlorophenyl) sulfonyl) methyl)-3-fluoroallyl)-carbamate ClC=1C=C(C=CC1)S(=O)(=O)C\C(\CNC(OC(C)(C)C)=O)=C\F